FC=1C=C(CN2N=CC3=CC=C(C=C23)C(=O)O)C=CC1 1-(3-Fluorobenzyl)-1H-indazole-6-carboxylic acid